1-[dimethyl-(vinyl)silyl]-4-methylpiperazine C[Si](N1CCN(CC1)C)(C=C)C